BrCBr Dibromomethan